NC(CC[Si](OCC)(OCC)OCC)(N)N tri-aminopropyl-triethoxysilane